6'-fluoro-N-(4-fluoro-3-((1-methylethyl)sulfonamido)benzyl)-4'-oxo-3',4'-dihydro-1'H-spiro[piperidine-4,2'-quinoline]-1-carboxamide FC=1C=C2C(CC3(NC2=CC1)CCN(CC3)C(=O)NCC3=CC(=C(C=C3)F)NS(=O)(=O)C(C)C)=O